C(C)(C)(C)OC(=O)N([C@H](C(=O)N[C@H](C(=O)OC)C[C@H]1C(NCCC1)=O)CC1CC1)C methyl (2S)-2-[[(2S)-2-[tert-butoxycarbonyl(methyl)amino]-3-cyclopropyl-propanoyl]amino]-3-[(3S)-2-oxo-3-piperidyl]propanoate